ClC1=C(C=CC(=C1)C(F)(F)F)NC(CN1C=2N(C(C(=C1CC)C=C1CNC(C1)C)=O)N=C(N2)C=2CCOCC2)=O N-(2-chloro-4-(trifluoromethyl)phenyl)-2-(2-(3,6-dihydro-2H-pyran-4-yl)-5-ethyl-6-((5-methylpyrrolidin-3-ylidene)methyl)-7-oxo-[1,2,4]triazolo[1,5-a]pyrimidin-4(7H)-yl)acetamide